C1=NC(=O)NC(=C1F)N The molecule is an organofluorine compound that is cytosine that is substituted at position 5 by a fluorine. A prodrug for the antifungal 5-fluorouracil, it is used for the treatment of systemic fungal infections. It has a role as a prodrug. It is an organofluorine compound, a pyrimidone, an aminopyrimidine, a nucleoside analogue and a pyrimidine antifungal drug. It derives from a cytosine.